NC1=CC=C(S1)CCN(C(C(F)(F)F)=O)C N-(2-(5-Aminothiophen-2-yl)ethyl)-2,2,2-trifluoro-N-methylacetamide